C(C)(C)(C)S(=O)N=CC=1SC=C(N1)C1=CC(=CC=2C=COC21)COC2=C(C=CC=C2)CC(=O)OCC ethyl 2-(2-((7-(2-(((tert-butylsulfinyl)imino)methyl)thiazol-4-yl)benzofuran-5-yl)methoxy)phenyl)acetate